ethyl (R)-5-(1-((8-methylisoquinolin-1-yl)(piperidin-3-yl)carbamoyl)piperidin-4-yl)isoxazole-3-carboxylate CC=1C=CC=C2C=CN=C(C12)N(C(=O)N1CCC(CC1)C1=CC(=NO1)C(=O)OCC)[C@H]1CNCCC1